OCC1CC2=C(C(=NC(=C2)OCCNC(OC(C)(C)C)=O)C)C1 tert-Butyl N-[2-[[6-(hydroxymethyl)-1-methyl-6,7-dihydro-5H-cyclopenta[c]pyridin-3-yl]oxy]ethyl]carbamate